COC1=C(C=CC=C1)C=1C=C(C(=C(C1)O)[C@H]1[C@@H](C[C@@H](C(=C1)C)O)C(=C)C)O (1R,2R,4S)-2''-methoxy-5-methyl-2-(prop-1-en-2-yl)-1,2,3,4-tetrahydro-[1,1':4',1''-terphenyl]-2',4,6'-triol